2-(6-(((1R,3S,5S)-1,8-dimethyl-8-azabicyclo[3.2.1]octan-3-yl)oxy)pyridazin-3-yl)-5-(4-methoxy-1,3,5-triazin-2-yl)phenol C[C@]12C[C@H](C[C@H](CC1)N2C)OC2=CC=C(N=N2)C2=C(C=C(C=C2)C2=NC=NC(=N2)OC)O